OCCCNC1=NC=CC(=N1)OC1CN(CC1)CC(=O)N 2-(3-((2-((3-hydroxypropyl)amino)pyrimidin-4-yl)oxy)pyrrolidin-1-yl)acetamide